1,3,5-triethyl-triethyldiaminobenzene C(C)C1(C(C(C(C(=C1)CC)N)(CC)CC)(N)CC)CC